bis(terpyridine) manganese [Mn].N1=C(C=CC=C1)C1=NC=CC=C1C1=NC=CC=C1.N1=C(C=CC=C1)C1=NC=CC=C1C1=NC=CC=C1